OC1=C(C(=CC=C1)OCCCCCCCCCCCCCC)C(\C=C\C1=CC=C(C=C1)OCCCCCCCCCCCCC)=O (E)-1-(2-Hydroxy-6-tetradecoxyphenyl)-3-(4-tridecoxyphenyl)prop-2-en-1-one